C(C)(C)C1=NN(C(C=2N1C1=C(C2)C=CS1)=O)CC(=O)NC1CN2CCC1CC2 2-(8-Isopropyl-5-oxothieno[3',2':4,5]pyrrolo[1,2-d][1,2,4]triazin-6(5H)-yl)-N-(quinuclidin-3-yl)acetamide